(3R,4R,5S)-4-acetylamino-5-(((5-(4-chlorophenyl)-1,2,4-oxadiazol-3-yl)methyl)amino)-3-(pent-3-yloxy)cyclohex-1-ene-1-carboxylic acid C(C)(=O)N[C@H]1[C@@H](C=C(C[C@@H]1NCC1=NOC(=N1)C1=CC=C(C=C1)Cl)C(=O)O)OC(CC)CC